3-(2-(imidazo[1,2-b]pyridazin-6-ylsulfanyl)ethyl)-4-(naphthalen-1-ylsulfonyl)-3,4-dihydroquinoxalin-2(1H)-one N=1C=CN2N=C(C=CC21)SCCC2C(NC1=CC=CC=C1N2S(=O)(=O)C2=CC=CC1=CC=CC=C21)=O